N-{8-chloro-1-[trans-4-(pyridin-2-yloxy)cyclohexyl]-5,6-dihydro-4H-[1,2,4]triazolo[4,3-a][1]benzazepin-5-yl}glycinamide ClC=1C=CC2=C(CC(CC=3N2C(=NN3)[C@@H]3CC[C@H](CC3)OC3=NC=CC=C3)NC(CN)=O)C1